C(#N)C1=CC(=C(CNC(=O)C2CCN(CC2)CC2=CC(=CC=C2)F)C=C1)C(F)(F)F N-(4-cyano-2-(trifluoromethyl)benzyl)-1-(3-fluorobenzyl)piperidine-4-carboxamide